2-fluoro-1-(3-(3-((4-fluorophenyl)ethynyl)-1H-pyrazolo[3,4-b]pyridin-1-yl)azetidin-1-yl)prop-2-en-1-one FC(C(=O)N1CC(C1)N1N=C(C=2C1=NC=CC2)C#CC2=CC=C(C=C2)F)=C